1-(4-(bicyclo[4.2.0]octa-1(6),2,4-trien-2-yl)piperazin-1-yl)-2-(3-((2R,6S)-2,6-dimethylmorpholine-4-carbonyl)-5,6-dihydrocyclopenta[c]pyrazol-1(4H)-yl)ethanone C1=2C(=CC=CC2CC1)N1CCN(CC1)C(CN1N=C(C2=C1CCC2)C(=O)N2C[C@H](O[C@H](C2)C)C)=O